methyl (1R,3S,5R)-2-azabicyclo[3.1.0]hexane-3-carboxylate [C@@H]12N[C@@H](C[C@H]2C1)C(=O)OC